N-(4-((2-amino-3-chloropyridin-4-yl)oxy)-3-fluorophenyl)-1-(2-fluorophenyl)-5-(trifluoromethyl)-1H-pyrazole-4-carboxamide NC1=NC=CC(=C1Cl)OC1=C(C=C(C=C1)NC(=O)C=1C=NN(C1C(F)(F)F)C1=C(C=CC=C1)F)F